1-(4-(4-((6-((1-acryloylpiperidin-4-yl)amino)-7-methoxyquinazolin-4-yl)amino)-3-fluorophenoxy)pyridin-2-yl)-4-methylpiperidine-4-carbonitrile C(C=C)(=O)N1CCC(CC1)NC=1C=C2C(=NC=NC2=CC1OC)NC1=C(C=C(OC2=CC(=NC=C2)N2CCC(CC2)(C#N)C)C=C1)F